CCC(CC)NC(=O)C1=NNC(=C1)C=1C=C(C=CC1)C=1OC(=CN1)C(=O)N[C@H](C(=O)OC)C1=CC=CC=C1 methyl (S)-2-(2-(3-(3-(pentane-3-ylcarbamoyl)-1H-pyrazol-5-yl) phenyl) oxazole-5-carboxamido)-2-phenylacetate